(2s,3as,6as)-1-{(2s)-2-{[(1s)-1-(ethoxycarbonyl)-3-phenylpropyl]amino}propionyl}-octahydrocyclopenta[b]pyrrole-2-carboxylic acid C(C)OC(=O)[C@H](CCC1=CC=CC=C1)N[C@H](C(=O)N1[C@@H]2[C@H](C[C@H]1C(=O)O)CCC2)C